6-hydroxy-4-[(1-methyl-1H-pyrazol-4-yl)methyl]-5-oxo-4,5-dihydrothieno[3,2-b]pyridine-7-carboxylic acid OC1=C(C2=C(N(C1=O)CC=1C=NN(C1)C)C=CS2)C(=O)O